4-(Di-t-Butylfluorosilyl)benzoic acid C(C)(C)(C)[Si](C1=CC=C(C(=O)O)C=C1)(F)C(C)(C)C